N-[1-[5-chloro-2-(3,4-dimethoxyanilino)pyrimidin-4-yl]-3-methyl-indol-5-yl]prop-2-enamide ClC=1C(=NC(=NC1)NC1=CC(=C(C=C1)OC)OC)N1C=C(C2=CC(=CC=C12)NC(C=C)=O)C